N1=C(C=NC2=CC=CC=C12)C1CCN(CC1)C(=O)OC(C)(C)C tert-butyl 4-(quinoxalin-2-yl)piperidine-1-carboxylate